4-(((3R,4R)-1-(2-cyanoacetyl)-4-methylpiperidin-3-yl)(methyl)amino)-7H-pyrrolo[2,3-d]pyrimidine-7-carboxylic acid azepin-4-yl ester hydrochloride Cl.N1C=CC(=CC=C1)OC(=O)N1C=CC2=C1N=CN=C2N(C)[C@H]2CN(CC[C@H]2C)C(CC#N)=O